C(C(=C)C)(=O)NCCC[SiH2]C(O[Si](C)(C)C)O[Si](C)(C)C 3-methacrylamidopropylbis(trimethylsiloxy)methylsilane